OC1(NC(C2=CC=CC=C12)=O)C1=CC=CC=C1 3-hydroxy-3-phenyl-isoindoline-1-one